dimethyl-4,10-dibromobenzo[de]isoquinolino[1,8-gh]quinoline-3,9-dicarboxylate COC(=O)C=1C=NC=2C=3C=4C(=C(C=NC4C=4C2C1C(=CC4)Br)C(=O)OC)C(=CC3)Br